FC=1C(=C2C(=NC1N(C1=NC(=CC(=C1)N(C(OC(C)(C)C)=O)C)C)C)CCO2)C2=CC[C@H](CC2)N(C)C(=O)OC(C)(C)C |r| tert-butyl N-[2-[[6-fluoro-7-[rac-(4S)-4-[tert-butoxycarbonyl(methyl)amino]cyclohexen-1-yl]-2,3-dihydrofuro[3,2-b]pyridin-5-yl]-methyl-amino]-6-methyl-4-pyridyl]-N-methyl-carbamate